CC(C)(CCC[C@@H](C)[C@H]1CC[C@H]2[C@@H]3CC[C@H]4[C@H](CCC[C@]4(C)[C@H]3CC[C@]12C)O)O 5α-cholestane-4β,25-diol